acryloyloxypropylphthalic acid C(C=C)(=O)OCCCC1=C(C(C(=O)O)=CC=C1)C(=O)O